neodymium (1-methylheptyl) phosphonate P(OC(CCCCCC)C)([O-])=O.[Nd+3].CC(CCCCCC)OP([O-])=O.CC(CCCCCC)OP([O-])=O